BrCCOC1=CC=C(C=C1)N=S(=O)(C)C {[4-(2-bromoethoxy)phenyl]imino}dimethyl-λ6-sulfanone